N[C@H]1CN(C[C@H](C1(F)F)C)C1=C(C=C(C(=N1)NC=1C=C2C=C(C(N(C2=CC1)CC1COC1)=O)OCC(=O)NC)Cl)C#N 2-[[6-[[6-[(3S,5R)-3-amino-4,4-difluoro-5-methyl-1-piperidyl]-3-chloro-5-cyano-2-pyridyl]amino]-1-(oxetan-3-ylmethyl)-2-oxo-3-quinolyl]oxy]-N-methyl-acetamide